1-imino-1λ6-thiomorpholine N=[SH2]1CCNCC1